FC1=NC=C(C(=O)NC2=C(C(=CC=C2)C(NC2=C(C=C(C=C2C(F)(F)F)C(C(F)(F)F)(C(F)(F)F)F)I)=O)F)C=C1 6-Fluoro-N-(3-(2-iodo-4-(perfluoropropan-2-yl)-6-(trifluoromethyl)phenylcarbamoyl)-2-fluorophenyl)nicotinamid